ClC=1C(=C(C=CC1F)NC1=NC=NC2=CC=C(C(=C12)C=1C=C(C=CC1)C)NC(C=CC1N(CCC1)C)=O)F N-(4-((3-chloro-2,4-difluorophenyl)amino)-5-(m-tolyl)quinazolin-6-yl)-3-(1-methylpyrrolidin-2-yl)acrylamide